benzyl 5-amino-3,4-dihydroisoquinoline-2(1H)-carboxylate NC1=C2CCN(CC2=CC=C1)C(=O)OCC1=CC=CC=C1